tert-butyl N-[2-[[4-[6-[(cis)-2,6-dimethylmorpholin-4-yl]-2-pyridyl]thiazol-2-yl]amino]-2-oxo-ethyl]carbamate C[C@@H]1CN(C[C@@H](O1)C)C1=CC=CC(=N1)C=1N=C(SC1)NC(CNC(OC(C)(C)C)=O)=O